mercaptoethylbenzeneamide SCCC1=C(C=CC=C1)C(=O)N